C(CCC(=O)OCCCCCC)(=O)OCCCCCC dihexyl butanedioate